6-(2-chloro-3,5-dimethoxyphenyl)-N-(4-(piperazin-1-ylmethyl)phenyl)-[1,2,4]triazolo[4',3':1,6]pyrido[2,3-d]pyrimidin-2-amine ClC1=C(C=C(C=C1OC)OC)C1=CC2=C(N=C(N=C2)NC2=CC=C(C=C2)CN2CCNCC2)N2C1=NN=C2